C(C)(C)(C)OC(NCC#C)=O N-(prop-2-yn-1-yl)carbamic acid tert-butyl ester